1-cyclopropyl-N-((R)-1-(3-(difluoromethyl)-2-fluorophenyl)ethyl)-4-(((1R,5s,8R)-3-methyl-3-azabicyclo[3.2.1]oct-8-yl)amino)-6-oxo-1,6-dihydropyridine-3-carboxamide C1(CC1)N1C=C(C(=CC1=O)NC1[C@H]2CN(C[C@@H]1CC2)C)C(=O)N[C@H](C)C2=C(C(=CC=C2)C(F)F)F